C(C)C=1C(=NC(=NC1C1=C(C=CC=C1)C(C)C)NS(=O)(=O)C=1C=NN(C1)C)OC1=C(C(=CC=C1)N1CCN(CC1)C)F N-[5-ethyl-4-[2-fluoro-3-(4-methylpiperazin-1-yl)phenoxy]-6-(2-isopropylphenyl)pyrimidin-2-yl]-1-methyl-pyrazole-4-sulfonamide